1-[5-(ethylsulfonimidoyl)-6-[5-methoxy-3-methyl-4-oxo-6-(trifluoromethyl)imidazo[4,5-c]pyridin-2-yl]-3-pyridyl]cyclopropane-carbonitrile C(C)S(=O)(=N)C=1C=C(C=NC1C1=NC2=C(C(N(C(=C2)C(F)(F)F)OC)=O)N1C)C1(CC1)C#N